benzyl-8-(3,5-bis(trifluoromethyl)phenyl)-8,8a-dihydropyrido[4,3-e][1,4,2]dioxazine-7(4aH)-carboxylate C(C1=CC=CC=C1)OC(=O)N1C(C2C(OC=NO2)C=C1)C1=CC(=CC(=C1)C(F)(F)F)C(F)(F)F